4-methyl-7,8-dihydro-5H-thiopyrano[4,3-d]pyrimidin CC=1C2=C(N=CN1)CCSC2